C(#N)C1=C(C=NC=C1)C1=CC(=C(C=C1)C=1C(=NN(C(C1)=O)C1=C(C=CC=C1F)F)C(=O)N)N1CCNCC1 (4-(4-cyanopyridin-3-yl)-2-(piperazin-1-yl)phenyl)-1-(2,6-difluorophenyl)-6-oxo-1,6-dihydropyridazine-3-carboxamide